(E)-N'-(3-bromo-6-chloropyridin-2-yl)-N-hydroxyacetamidine BrC=1C(=NC(=CC1)Cl)/N=C(\C)/NO